CCN(CC)CC#CCOC(=O)[C@@](C1CCCCC1)(C2=CC=CC=C2)O The molecule is a 4-(diethylamino)but-2-yn-1-ol that has R configuration. It is responsible for virtually all of the antimuscarinic activity of (racemic) oxybutynin. It has a role as a cholinergic antagonist, a calcium channel blocker and a local anaesthetic. It is an enantiomer of an esoxybutynin.